4-(oxo-methyl)benzenesulfonyl fluoride O=CC1=CC=C(C=C1)S(=O)(=O)F